N-[8-fluoro-2-(hydroxymethyl)-[1,2,4]triazolo[1,5-a]pyridin-6-yl]-2-methyl-4-(piperazin-1-yl)indazole-7-carboxamide FC=1C=2N(C=C(C1)NC(=O)C1=CC=C(C3=CN(N=C13)C)N1CCNCC1)N=C(N2)CO